Cl.C1(CC1)CSC1=CC=C(C=N1)C1CCC2(CC3=CC=CC=C3C2N)CC1 (1s,4s)-4-{6-[(cyclopropylmethyl)sulfanyl]pyridin-3-yl}-1',3'-dihydrospiro[cyclohexane-1,2'-inden]-3'-amine hydrochloride